FC=1C=CC2=C(NC(=N2)C2=C(C=3C(NC2=O)=CN(N3)C)N[C@@H](C)C3=NC=CC=N3)C1 (S)-6-(6-Fluoro-1H-benzo[d]imidazol-2-yl)-2-methyl-7-((1-(pyrimidin-2-yl)ethyl)amino)-2H-pyrazolo[4,3-b]pyridin-5(4H)-one